C(C1=CC=CC=C1)(C1=CC=CC=C1)N1CC(C1)N1CC2=CC=C(C=C2CC1)NCC 2-(1-benzhydryl-azetidin-3-yl)-N-ethyl-1,2,3,4-tetrahydroisoquinolin-6-amine